C(\C=C\C(=O)O)(=O)O.FC(CO)F 2,2-difluoroethan-1-ol fumarate